2-(6-((2S,5R)-2,5-dimethyl-4-(1-(1-methyl-2-oxo-1,2-dihydropyridin-4-yl)ethyl)piperazin-1-yl)-9-ethyl-3-methyl-2-oxo-3,9-dihydro-2H-purin-8-yl)acetonitrile C[C@@H]1N(C[C@H](N(C1)C(C)C1=CC(N(C=C1)C)=O)C)C=1C=2N=C(N(C2N(C(N1)=O)C)CC)CC#N